FC1=C(C=O)C=CC(=C1F)Br 2,3-difluoro-4-bromo-benzaldehyde